3-(hydroxyethoxy)cyclooctane OCCOC1CCCCCCC1